6-methyl-5,8-dioxo-2,3,5,6,7,8-hexahydrobenzo[B][1,4]dioxin-6-sulfonic acid CC1(C(C2=C(OCCO2)C(C1)=O)=O)S(=O)(=O)O